racemic-2-amino-2-cyclopropyl-ethanol N[C@@H](CO)C1CC1 |r|